OCCN(C1=CC=C(C=O)C=C1)C 4-[(2-hydroxyethyl)-methyl-amino]-benzaldehyde